FC1=C(C=CC=C1)C1=NC=2N(C(=N1)NC1=CC(=C(C=C1)N1CCC(CC1)N1CCN(CC1)C)OC)N=CC2 2-(2-fluorophenyl)-N-(3-methoxy-4-(4-(4-methylpiperazin-1-yl)piperidin-1-yl)phenyl)pyrazolo[1,5-a][1,3,5]triazin-4-amine